9-(2,4-difluorophenyl)-2,3-dimethyl-7-(6-(6-methylpyrimidin-4-yl)-3,6-dihydro-2H-pyran-4-yl)-4H-pyrazino[1,2-a]pyrimidin-4-one FC1=C(C=CC(=C1)F)C1=NC(=CN2C1=NC(=C(C2=O)C)C)C=2CCOC(C2)C2=NC=NC(=C2)C